N1(CCCC1)C=1C=C(CN2CC3(CC2)CCN(CC3)C(=O)OC(C(F)(F)F)C(F)(F)F)C=CC1C(F)(F)F 1,1,1,3,3,3-Hexafluoropropan-2-yl 2-(3-(pyrrolidin-1-yl)-4-(trifluoromethyl) benzyl)-2,8-diazaspiro[4.5]decane-8-carboxylate